2-Chloro-N-{1-[4-methyl-3-(trifluoromethyl)phenyl]-1H-indazol-4-yl}-5-[({[1-(trifluoromethyl)cyclopropyl]carbonyl}amino)methyl]benzamide ClC1=C(C(=O)NC2=C3C=NN(C3=CC=C2)C2=CC(=C(C=C2)C)C(F)(F)F)C=C(C=C1)CNC(=O)C1(CC1)C(F)(F)F